C(C)OC(=O)C1C2C3C4C=CC(C3C(C1C(=O)OCC)C2)C4 8,9-di(ethoxycarbonyl)tetracyclo[4.4.0.12,5.17,10]dodec-3-ene